CC1=NC2=C(N1)C=CC=C2 2-methyl-1H-benzo[d]Imidazole